C(C)C1=NC2=CC(=C(C=C2C(N1C1=C(C(=CC=C1)C(F)(F)F)C)=O)/C=C/C(=O)OCC)F (E)-ethyl 3-(2-ethyl-7-fluoro-3-(2-methyl-3-(trifluoromethyl)phenyl)-4-oxo-3,4-dihydroquinazolin-6-yl)acrylate